(NE)-N-[(3-hydroxy-4-methoxy-phenyl)methylene]2-methyl-propane-2-sulfinamide Dimethyl-7-amino-3-(4-methoxybenzoyl)indolizine-1,2-dicarboxylate COC(=O)C=1C(=C(N2C=CC(=CC12)N)C(C1=CC=C(C=C1)OC)=O)C(=O)OC.OC=1C=C(C=CC1OC)\C=N\S(=O)C(C)(C)C